N[C@H](CCC(=O)OC(C)(C)C)C(=O)N (R)-tert-butyl 4,5-diamino-5-oxopentanoate